FC1(C[C@H](CNC1)CC(=O)OC)F methyl 2-[(3R)-5,5-difluoropiperidin-3-yl]acetate